(S)-1-(2-(3-acetyl-5-(pyridin-3-yl)-1H-indazol-1-yl)acetyl)-N-(6-methylpyridin-2-yl)pyrrolidine-2-carboxamide C(C)(=O)C1=NN(C2=CC=C(C=C12)C=1C=NC=CC1)CC(=O)N1[C@@H](CCC1)C(=O)NC1=NC(=CC=C1)C